C(C1=CC=CC=C1)OC1=C2C(=C[N+](=C1C(=O)OC)[O-])N(N=C2)C2=CC=C(C=C2)Cl 4-(benzyloxy)-1-(4-chlorophenyl)-5-(methoxycarbonyl)-1H-pyrazolo[3,4-c]pyridine 6-oxide